(S)-2-amino-3-(4-(5-(4-methoxybenzyl)-1,2,4-oxadiazol-3-yl)phenyl)propanoic acid hydrochloride Cl.N[C@H](C(=O)O)CC1=CC=C(C=C1)C1=NOC(=N1)CC1=CC=C(C=C1)OC